5-[4-amino-5-(trifluoromethyl)pyrrolo[2,1-f][1,2,4]triazin-7-yl]-N-[(3R,4S)-1-(4,4-difluorocyclohexanecarbonyl)-4-fluoropyrrolidin-3-yl]pyridine-3-carboxamide NC1=NC=NN2C1=C(C=C2C=2C=C(C=NC2)C(=O)N[C@@H]2CN(C[C@@H]2F)C(=O)C2CCC(CC2)(F)F)C(F)(F)F